COC1=CC=C(COC=2C3=C(N=CN2)C=CS3)C=C1 4-(4-methoxybenzyloxy)thieno[3,2-d]-pyrimidine